FC(C1=C(C=CC(=N1)C=1N=NN(C1C(=O)O)C)S(=O)(=O)C)F 4-(6-(difluoromethyl)-5-(methylsulfonyl)pyridin-2-yl)-1-methyl-1H-1,2,3-triAzole-5-carboxylic acid